(5R,8S)-2-methyl-3-(1-methyl-3-(trifluoromethyl)-1H-pyrazol-5-yl)-2,4,5,6,7,8-hexahydro-5,8-epiminocyclohepta[c]pyrazole CN1N=C2C(=C1C1=CC(=NN1C)C(F)(F)F)C[C@H]1CC[C@@H]2N1